trans-1-(4-(3,4-dihydroisoquinolin-2(1H)-yl)-3-hydroxypiperidin-1-yl)(2-morpholinyl-6-((tetrahydro-2H-pyran-4-yl)amino)pyrimidin-4-yl)methanone C1N(CCC2=CC=CC=C12)[C@H]1[C@@H](CN(CC1)C(=O)C1=NC(=NC(=C1)NC1CCOCC1)N1CCOCC1)O